O1C=CC2=C1C=CC=C2N2/C(/SCC2=O)=N/C(=O)NC2=C(C=C(C=C2)C2=NN(C=N2)C2=CC=C(C=C2)OC(F)(F)F)F (Z)-1-(3-(benzofuran-4-yl)-4-oxothiazolidine-2-ylidene)-3-(2-fluoro-4-(1-(4-(trifluoromethoxy)phenyl)-1H-1,2,4-triazol-3-yl)phenyl)urea